7-chloro-5-isopropylthieno[3,2-b]pyridine ClC1=C2C(=NC(=C1)C(C)C)C=CS2